6-(r-isobutyl-[1,4'-bipiperidin]-4-yl)-1,7-dimethyl-2-(4-(methylsulfonyl)phenyl)-1H-benzo[d]imidazole C(C(C)C)[C@H]1N(CCC(C1)C=1C=CC2=C(N(C(=N2)C2=CC=C(C=C2)S(=O)(=O)C)C)C1C)C1CCNCC1